4-((2-bromo-2'-methyl-3'-(5-(morpholinomethyl)-1,3,4-oxadiazol-2-yl)-[1,1'-biphenyl]-3-yl)methoxy)-5-chloro-2-(pyridin-3-ylmethoxybenzyl)-L-serine BrC1=C(C=CC=C1COC1=CC=C(C([C@](N)(CO)C(=O)O)OCC=2C=NC=CC2)C=C1Cl)C1=C(C(=CC=C1)C=1OC(=NN1)CN1CCOCC1)C